N-(2-((2-(Dimethylamino)ethyl)(methyl)amino)-4-methoxy-5-((4-(1-methyl-1H-indol-3-yl)-5-(methylsulfonyl)pyrimidin-2-yl)amino)phenyl)acrylamide CN(CCN(C1=C(C=C(C(=C1)OC)NC1=NC=C(C(=N1)C1=CN(C2=CC=CC=C12)C)S(=O)(=O)C)NC(C=C)=O)C)C